OC1CC(CC1)NC=1N=NC(=C2C1C=NC=C2)C2=C(C=C(C=C2)C(F)(F)F)O 2-[4-[[3-hydroxycyclopentyl]amino]pyrido[3,4-d]pyridazin-1-yl]-5-(trifluoromethyl)phenol